8-(Pyrrolidin-1-yl)-5-((1-methylpyrrolidin-2-yl)methoxy)-2-(piperazin-1-yl)pyrimido[5,4-c]quinoline N1(CCCC1)C=1C=CC=2C3=C(C(=NC2C1)OCC1N(CCC1)C)C=NC(=N3)N3CCNCC3